ClC=1C(=C(C(=O)NC2=C(C=C(C(=C2)Cl)C(C#N)C2=CC=C(C=C2)Cl)C)C=C(C1)Cl)OC 3,5-dichloro-N-(5-chloro-4-((4-chlorophenyl)(cyano)methyl)-2-methylphenyl)-2-methoxybenzamide